5-(dimethylamino)nicotinic acid CN(C=1C=NC=C(C(=O)O)C1)C